6-(4-hydroxyphenyl)-5-methyl-2,3-diphenylpyrazolo[1,5-a]pyrimidin-7(4H)-one OC1=CC=C(C=C1)C1=C(NC=2N(C1=O)N=C(C2C2=CC=CC=C2)C2=CC=CC=C2)C